3-Heptanolat CCC(CCCC)[O-]